COP(=O)(OC)CCC=1C=C(CC=2C=C(C(=O)OC)C=C(C2)\C=C\P(=O)(OCC)OCC)C=C(C1)CCP(=O)(OC)OC methyl (E)-3-(3,5-bis(2-(dimethoxyphosphoryl)ethyl)benzyl)-5-(2-(diethoxyphosphoryl)vinyl)benzoate